3-Aminopropylphosphonic acid NCCCP(O)(O)=O